C(C1=CC=CC=C1)C1=CC(=C(C=C1)C(=C(C1=CC=CC=C1)C1=C(C=C(C=C1)CC1=CC=CC=C1)Br)C1=CC=CC=C1)Br 1,2-bis(4-benzyl-bromophenyl)-1,2-diphenylethylene